(4Z)-4-(1,3-benzothiazol-6-ylmethylene)-2-[[(1S,2S)-2-hydroxycycloheptyl]amino]-1H-imidazol-5-one S1C=NC2=C1C=C(C=C2)\C=C\2/N=C(NC2=O)N[C@@H]2[C@H](CCCCC2)O